2-fluoro-4-iodo-4-methylbenzene FC1=CC=CC(C1)(C)I